(4,7-dichloro-8-fluoro-2-(methylthio)pyrido[4,3-d]pyrimidin-5-yl)methanamine ClC=1C2=C(N=C(N1)SC)C(=C(N=C2CN)Cl)F